tert-Butyl 3-(4-formyl-7-(thiazol-2-yl)benzo[d]oxazol-2-yl)-3,6-diazabicyclo[3.1.1]heptane-6-carboxylate C(=O)C1=CC=C(C2=C1N=C(O2)N2CC1N(C(C2)C1)C(=O)OC(C)(C)C)C=1SC=CN1